FC(O[C@@H]1C[C@@H](CC1)NC(N)=O)(F)F 3-[(1R,3S)-3-(trifluoromethoxy)cyclopentyl]urea